C(CC(C)C)N[C@@H]1[C@H](CCCC1)CC=1C=C2CN(C(C2=CC1)=O)C1C(NC(CC1)=O)=O 3-(5-(((1R,2S)-2-(isopentylamino)cyclohexyl)methyl)-1-oxoisoindolin-2-yl)piperidine-2,6-dione